4-epoxy-1-methylcyclohexylmethyl 3,4-epoxy-1-methylcyclohexanecarboxylate CC1(CC2C(CC1)O2)C(=O)OCC2CC1C(CC2)(O1)C